FC(C1=C(C(C=O)=CC=C1)O)(F)F 3-(trifluoromethyl)salicylaldehyde